methylamine tin chloride [Sn](Cl)(Cl)(Cl)Cl.CN